N-{(S)-1-carbonyl-1-{{(S)-1-carbonyl-3-[(S)-2-carbonylpyrrolidin-3-yl]propan-2-yl}amino}-3-phenylpropan-2-yl}benzofuran-2-carboxamide C(=O)=C([C@H](CC1=CC=CC=C1)NC(=O)C=1OC2=C(C1)C=CC=C2)N[C@H](C=C=O)C[C@H]2C(NCC2)=C=O